BrC1=CC=CC(=N1)NC(=O)[C@H]1N(C2=CC=CC=C2C1)C(=O)OC(C)(C)C (S)-tert-butyl 2-((6-bromopyridin-2-yl)carbamoyl)indoline-1-carboxylate